C1(CC1)NC(=O)[C@H]1CN(CC1)C1=NC2=CC=C(C3=C2N1[C@H](CO3)C3=NC=CC=C3)C=3C(=NOC3C)C (3R)-N-cyclopropyl-1-[(4S)-7-(3,5-dimethylisoxazol-4-yl)-4-pyridin-2-yl-4,5-dihydroimidazo[1,5,4-de][1,4]benzoxazin-2-yl]pyrrolidine-3-carboxamide